ClC=1C=C(C(=O)O)C=C(C1C1=CN(C2=NC=C(C=C21)C=2C(=NOC2C)C)C2(COCC2)C)OC(C)C 3-chloro-4-(5-(3,5-dimethylisoxazol-4-yl)-1-(3-methyltetrahydrofuran-3-yl)-1H-pyrrolo[2,3-b]pyridin-3-yl)-5-isopropoxybenzoic acid